Tert-butyl (2S,4R)-2-(3-ethoxy-3-oxopropanoyl)-4-fluoropyrrolidine-1-carboxylate Tert-butyl-(2S,4R)-2-(3-ethoxy-3-oxopropanoyl)-4-fluoropyrrolidine-1-carboxylate C(C)(C)(C)OC(=O)N1[C@@H](C[C@H](C1)F)C(CC(=O)OCC)=O.C(C)OC(CC(=O)[C@H]1N(C[C@@H](C1)F)C(=O)OC(C)(C)C)=O